C(C)(=O)OCC(=O)N1C2=CC=CC=3C=C(N(CC1)C32)C3=NC2=C(N3C)C(=CC(=C2)C(=O)O)OC 2-[9-(2-acetoxyacetyl)-1,9-diazatricyclo[6.3.1.04,12]dodeca-2,4(12),5,7-tetraen-2-yl]-7-methoxy-1-methyl-benzimidazole-5-carboxylic acid